C[C@]1(OC1)CN1C2=CC=CC=C2C=2C=CC=CC12 (S)-9-((2-methyloxiran-2-yl)methyl)-9H-carbazole